2-(6-aminonaphthyl)ethylamine NC=1C=C2C=CC=C(C2=CC1)CCN